ClC=1C=CC2=C([Si](C3=C2C=CC(=C3)Cl)(Cl)Cl)C1 3,5,5,7-tetrachloro-5H-dibenzo[b,d]silole